N-((3R,4S)-3-fluoro-1-(oxetan-3-yl)piperidin-4-yl)-4-(methoxy-d3)-5-(1-(2,2,2-trifluoroethyl)-1H-benzo[d][1,2,3]triazol-6-yl)pyrrolo[2,1-f][1,2,4]triazin-2-amine F[C@@H]1CN(CC[C@@H]1NC1=NN2C(C(=N1)OC([2H])([2H])[2H])=C(C=C2)C=2C=CC1=C(N(N=N1)CC(F)(F)F)C2)C2COC2